C[N+](CCOCCOCCOCCOCCC(OC(C)(C)C)=O)(C)C N,N,N,17,17-pentamethyl-15-oxo-3,6,9,12,16-pentaoxaoctadecan-1-aminium